ethyl 1,3-dimethylpyrazole-5-carboxylate CN1N=C(C=C1C(=O)OCC)C